(7S)-7-amino-7-{5-[2-fluoro-4-(trifluoromethyl)phenyl]-1H-imidazol-2-yl}-1-(1,3-oxazol-2-yl)heptan-1-one N[C@@H](CCCCCC(=O)C=1OC=CN1)C=1NC(=CN1)C1=C(C=C(C=C1)C(F)(F)F)F